FC1=C(C(=CC=C1)F)NCC1=C(SC=C1)NC(OC(C)(C)C)=O tert-butyl (3-(((2,6-difluorophenyl)amino)methyl)thiophen-2-yl)-carbamate